(6-(4-chlorophenyl)-2-(pyridin-3-yl)pyrimidin-4-yl)pyrrolidin-3-amine ClC1=CC=C(C=C1)C1=CC(=NC(=N1)C=1C=NC=CC1)N1CC(CC1)N